FC(C=1C=C(C=CC1)C1=NNC=N1)(F)F 3-(3-(trifluoromethyl)phenyl)-1H-1,2,4-triazole